(cis)-3-{6-bromo-3H-imidazo[4,5-b]pyridin-3-yl}-1-methylcyclobutan-1-ol BrC=1C=C2C(=NC1)N(C=N2)C2CC(C2)(O)C